[Si](C)(C)(C(C)(C)C)OCC=1C=C(C=CC1)[C@H]1C[C@H]([C@H]2[C@@H]1OC(O2)(C)C)N2C=C(C1=C2N=C(N=C1N)Cl)Br 7-[(3aS,4R,6R,6aR)-6-(3-{[(tert-butyldimethylsilyl)oxy]methyl}phenyl)-2,2-dimethyl-tetrahydro-3aH-cyclopenta[d][1,3]dioxol-4-yl]-5-bromo-2-chloropyrrolo[2,3-d]pyrimidin-4-amine